ClC=1C=CC=2N(C1)N=CC2C=O (6-chloropyrazolo[1,5-a]pyridin-3-yl)methanone